C1=CC=CC=2OC3=CC=CC=C3C(C12)=O 9H-Xanthen-9-one